2-(2,8-dimethylimidazo[1,2-b]pyridazin-6-yl)-6-(1,2-dimethyl-4-piperidyl)pyrido[2,3-d]pyridazin-5-one CC=1N=C2N(N=C(C=C2C)C=2C=CC3=C(C=NN(C3=O)C3CC(N(CC3)C)C)N2)C1